NC1=NC(=CC(=C1)N[C@H](CO)CCC)CC1=CC=C(C=C1)CN1CCCC1 (S)-2-amino-4-((1-hydroxypentan-2-yl)amino)-6-(4-(pyrrolidin-1-ylmethyl)benzyl)pyridine